[Br-].OCCN1CSC2=C1C=CC=C2 3-(2-hydroxyethyl)-benzothiazole bromide